ClC1C(CC2=C(C=CC(=C12)F)F)(C(=O)OC)O methyl 1-chloro-4,7-difluoro-2-hydroxy-indan-2-carboxylate